4-((6-ethoxy-7-methoxy-1,5-naphthyridin-4-yl)oxy)-3-fluoroaniline C(C)OC=1N=C2C(=CC=NC2=CC1OC)OC1=C(C=C(N)C=C1)F